C(C)(C)(C)OOCCO[C@@H]1[C@]2(C)[C@@H](CC1)[C@@H]1CC=C3C[C@H](CC[C@]3(C)[C@H]1CC2)O 17β-(2-(tert-butylperoxy)-ethoxy)-androst-5-en-3β-ol